2-{(9,9-dimethyl-9H-fluoren-2-yl)-phenylamino}-2''-[(4-(naphthalen-1-yl)phenyl)-phenylamino]-1,1':4',1''-terphenyl CC1(C2=CC=CC=C2C=2C=CC(=CC12)N(C1=C(C=CC=C1)C1=CC=C(C=C1)C1=C(C=CC=C1)N(C1=CC=CC=C1)C1=CC=C(C=C1)C1=CC=CC2=CC=CC=C12)C1=CC=CC=C1)C